3-fluoro-4-((6-methyl-1,5-naphthyridin-4-yl)oxy)aniline FC=1C=C(N)C=CC1OC1=CC=NC2=CC=C(N=C12)C